7-(4-(dipropylamino) butyl)-7-hydroxytridecane-1,13-diylbis(6-butyldodecanoate) C(CC)N(CCCCC(CCCCCCC(C(=O)[O-])CCCC(CCCCCC)CCCC)(CCCCCCC(C(=O)[O-])CCCC(CCCCCC)CCCC)O)CCC